BrC1=CC(=C(C=C1)[N+](=O)[O-])F 4-bromo-2-fluoro-1-nitro-benzene